FC1=C(C(=CC=C1)C1=NC=CC=N1)C(=O)N1[C@@H]2[C@@H](C[C@H](C1)C2)NC2=NC=C(N=C2)C(F)(F)F (2-fluoro-6-(pyrimidin-2-yl)phenyl)((1S,4S,6R)-6-((5-(trifluoromethyl)pyrazin-2-yl)amino)-2-azabicyclo[2.2.1]heptan-2-yl)methanone